gadolinium telluride [Te-2].[Gd+3].[Te-2].[Te-2].[Gd+3]